ethyl N2,N6-bis(4-methoxybenzoyl)lysinate COC1=CC=C(C(=O)N[C@@H](CCCCNC(C2=CC=C(C=C2)OC)=O)C(=O)OCC)C=C1